4-(4-bromo-2-fluorophenyl)-3-(hydroxymethyl)piperazine-1-carboxylic acid tert-butyl ester C(C)(C)(C)OC(=O)N1CC(N(CC1)C1=C(C=C(C=C1)Br)F)CO